C(C1=CC=CC=C1)OCCCCC1CCC(CC1)OC1=C(C(=CC=C1)Br)C(F)(F)F 1-(((1s,4r)-4-(4-(benzyloxy)butyl)cyclohexyl)oxy)-3-bromo-2-(trifluoromethyl)benzene